ClC=1C(=C(C=CC1Cl)O)C1=CC=2N(C=C1)C(=C(N2)CO)C 3,4-Dichloro-2-(2-(hydroxymethyl)-3-methylimidazo[1,2-a]pyridin-7-yl)phenol